BrC=1C=C(CN2N=C3C(=C2C2=C(C=CC=C2)F)CN(C3)C)C=C(C1)OC 2-(3-bromo-5-methoxybenzyl)-3-(2-fluorophenyl)-5-methyl-2,4,5,6-tetrahydropyrrolo[3,4-c]Pyrazole